C1(CC1)CN(C1CCN(CC1)C(=O)OC(C)(C)C)C1=CC=CC=C1 tert-Butyl 4-((cyclopropylmethyl)(phenyl)amino)piperidine-1-carboxylate